C(CCC)OC(/C=C/CCCP)OCCCC (4E)-6,6-dibutoxy-4-hexenylphosphine